COC1=C(C(=CC=C1)OC)S(=O)(=O)NC(C1=CC(=CC=C1)OC)=O N-((2,6-dimethoxyphenyl)sulfonyl)-3-methoxybenzamide